C1(=CC=CC=C1)CC=C 1-Phenyl-2-propene